O[C@H](CN1C=NC2=C(C1=O)C(=C(C(N2C)=O)F)NC2=C(C=C(C=C2)I)F)CO 3-[(2R)-2,3-dihydroxypropyl]-6-fluoro-5-(2-fluoro-4-iodoanilino)-8-methylpyrido[2,3-d]pyrimidine-4,7-dione